IC1=CC=C(C=C1)C=1OC(=NN1)C1=CC=CC=C1 2-(4-iodophenyl)-5-phenyl-1,3,4-oxadiazole